N1(N=CC=C1)CC1=CC2=C(C(=NO2)NS(=O)(=O)C=2C(=CC=C3C(CCOC23)O[Si](C)(C)C(C)(C)C)OC)C(=C1F)OC N-(6-((1H-pyrazol-1-yl)methyl)-5-fluoro-4-methoxybenzo[d]isoxazol-3-yl)-4-((tert-butyldimethylsilyl)oxy)-7-methoxychroman-8-sulfonamide